2-(3-((tert-butyldimethylsilyl)oxy)-2,2-difluoropropoxy)-3-chloro-5-(2-(4-((2-(methylthio)pyrimidin-4-yl)methoxy)phenyl)propan-2-yl)benzonitrile [Si](C)(C)(C(C)(C)C)OCC(COC1=C(C#N)C=C(C=C1Cl)C(C)(C)C1=CC=C(C=C1)OCC1=NC(=NC=C1)SC)(F)F